ClC1=CC(=C(C=C1)N1C[C@@H](CC1)O)[N+](=O)[O-] (R)-1-(4-chloro-2-nitrophenyl)pyrrolidin-3-ol